[Bi].[Mo]=S molybdenum sulfide bismuth